C(C1=CC=CC=C1)OC=1C2=C(N=C(N1)SC)C(C1=C2C=CN=C1C1=C2C=NN(C2=CC(=C1C1CC1)Cl)C1OCCCC1)=O 4-(benzyloxy)-8-(6-chloro-5-cyclopropyl-1-(tetrahydro-2H-pyran-2-yl)-1H-indazol-4-yl)-2-(methylthio)-9H-pyrido[4',3':3,4]cyclopenta[1,2-d]pyrimidin-9-one